BrC=1C=CC=2C3(C4=CC=C(C=C4OC2C1)Br)OC(C1=CC=CC=C13)=O 3',6'-dibromo-3H-spiro[isobenzofuran-1,9'-xanthene]-3-one